Cl.Cl.C(CCSSCCC(OC)=N)(OC)=N Dimethyl 3,3'-dithiobispropionimidate 2HCl